N(=[N+]=[N-])C1=CC(=CC(=C1)Cl)Cl 1-azido-3,5-dichlorobenzene